lead-boron-zinc-barium [Ba].[Zn].[B].[Pb]